2-Chloro-5-({[(1-hydroxycyclopropyl)carbonyl]amino}methyl)-N-[1-(6-methoxypyridin-3-yl)-1H-indazol-4-yl]benzamide ClC1=C(C(=O)NC2=C3C=NN(C3=CC=C2)C=2C=NC(=CC2)OC)C=C(C=C1)CNC(=O)C1(CC1)O